F[C@@H]1[C@H](CNCC1)NC1=NC(=NC=C1)C1=CN=C2N1C=CC(=C2)OC(C)C N-((3S,4S)-4-fluoropiperidin-3-yl)-2-(7-isopropoxyimidazo[1,2-a]pyridin-3-yl)pyrimidin-4-amine